(S)-N-(3-chloro-1-(5-(3-(2-chloro-7-(1-methoxyethyl)pyrazolo[1,5-a]pyrimidin-6-yl)ureido)-3-(trifluoromethyl)pyridin-2-yl)-1H-pyrazol-4-yl)-3,3-difluoroazetidine-1-thiocarboxamide ClC1=NN(C=C1NC(=S)N1CC(C1)(F)F)C1=NC=C(C=C1C(F)(F)F)NC(=O)NC=1C=NC=2N(C1[C@H](C)OC)N=C(C2)Cl